1-(6-(((3-((3-amino-5-(4-amino-4-methylpiperidin-1-yl)pyrazin-2-yl)thio)-2-chlorophenyl)amino)methyl)pyridin-3-yl)dihydropyrimidine-2,4(1H,3H)-dione NC=1C(=NC=C(N1)N1CCC(CC1)(C)N)SC=1C(=C(C=CC1)NCC1=CC=C(C=N1)N1C(NC(CC1)=O)=O)Cl